4-(1-(4-(Trifluoromethoxy)phenyl)-1H-1,2,4-triazol-3-yl)phenethyl (Z)-(3-(5-methyl-2-(2,2,2-trifluoroethoxy)phenyl)-4-oxothiazolidin-2-ylidene)carbamate CC=1C=CC(=C(C1)N1/C(/SCC1=O)=N/C(OCCC1=CC=C(C=C1)C1=NN(C=N1)C1=CC=C(C=C1)OC(F)(F)F)=O)OCC(F)(F)F